C(C1=CC=CC=C1)OC(N[C@H](CC1=NC2=CC=CC=C2C=C1)C1=CC=CC=C1)=O (R)-(1-phenyl-2-(quinolin-2-yl)ethyl)carbamic acid benzyl ester